[N+](=O)([O-])C1=C(N(C(=O)O)[N+](=O)[O-])C=CC=C1 dinitroanilinecarboxylic acid